CS(=O)(=O)OC1CCN(CC1)C1=CC=C(C(=O)OCC)C=C1 2-Ethyl 4-(4-methylsulfonyloxy-1-piperidyl)benzoate